N-allyl-N-(4-nitrobenzyl)prop-2-en-1-amine C(C=C)N(CC=C)CC1=CC=C(C=C1)[N+](=O)[O-]